2-naphthyl-magnesium bromide format C(=O)O.C1=C(C=CC2=CC=CC=C12)[Mg]Br